2-fluoro-1'-((5-fluoro-2-methyl-3-oxo-3,4-dihydroquinoxalin-6-yl)methyl)-N-methyl-1',2',3',6'-tetrahydro-[3,4'-bipyridine]-6-carboxamide FC1=NC(=CC=C1C=1CCN(CC1)CC=1C(=C2NC(C(=NC2=CC1)C)=O)F)C(=O)NC